COC=1C=C2C(=CNC2=CC1)C(CN(C)C)([2H])[2H] 2-(5-methoxy-1H-indol-3-yl)-N,N-dimethylethan-1-amine-2,2-d2